6-(2-(3-chlorophenyl)-2,2-difluoroacetyl)-2-(1-(thiophen-2-yl)cyclopropyl)-3,5,6,7,8,9-hexahydro-4H-pyrimido[5,4-c]azepin-4-one ClC=1C=C(C=CC1)C(C(=O)N1CC2=C(CCC1)N=C(NC2=O)C2(CC2)C=2SC=CC2)(F)F